C(C1=CC=CC=C1)N1C(C=2C=C(C(=NC2C=C1)C)C(=O)NCC=1C=NC=NC1)=O 6-benzyl-2-methyl-5-oxo-N-(pyrimidin-5-ylmethyl)-5,6-dihydro-1,6-naphthyridine-3-carboxamide